4-(2-cyclopropyl-oxazol-4-yl)pyridin-2-amine C1(CC1)C=1OC=C(N1)C1=CC(=NC=C1)N